N-[5-[4-[[(2R,5R)-1,5-dimethylpyrrolidin-2-yl]methoxy]-2-methyl-pyrazol-3-yl]pyrazolo[1,5-a]pyridin-2-yl]cyclopropanecarboxamide CN1[C@H](CC[C@H]1C)COC1=C(N(N=C1)C)C1=CC=2N(C=C1)N=C(C2)NC(=O)C2CC2